Cl.S1C=NC(=C1)S(=O)(=O)N thiazole-4-sulfonamide hydrochloride